(1S,2R)-6-chloro-2,3-dihydro-1H-inden-1,2-diyl dicarbamate C(N)(O[C@@H]1[C@@H](CC2=CC=C(C=C12)Cl)OC(N)=O)=O